3-((7-((tert-butoxycarbonyl)(3-fluoro-5-methylphenyl)amino)-3-cyclobutylpyrazolo[1,5-a]pyrimidin-5-yl)oxy)-5-hydroxylpiperidine-1-carboxylate C(C)(C)(C)OC(=O)N(C1=CC(=NC=2N1N=CC2C2CCC2)OC2CN(CC(C2)O)C(=O)[O-])C2=CC(=CC(=C2)C)F